2-[[5-bromo-2-[4-(4-hydroxybutylsulfamoyl)anilino]pyrimidin-4-yl]amino]-6-fluoro-benzamide BrC=1C(=NC(=NC1)NC1=CC=C(C=C1)S(NCCCCO)(=O)=O)NC1=C(C(=O)N)C(=CC=C1)F